4-hydroxy-4-(pyridin-2-yl)cyclohexan-1-one OC1(CCC(CC1)=O)C1=NC=CC=C1